(R)-(1-(2-((1-(3,4,5-trimethoxyphenyl)-1H-imidazol-4-yl)amino)-7H-pyrrolo[2,3-d]pyrimidin-4-yl)pyrrolidin-2-yl)methanol COC=1C=C(C=C(C1OC)OC)N1C=NC(=C1)NC=1N=C(C2=C(N1)NC=C2)N2[C@H](CCC2)CO